C(C=1C(CO)=CN=C(C)C1O)NCCN Pyridoxylethylendiamin